di-n-propyl cyclohexane-1,2-dicarboxylate C1(C(CCCC1)C(=O)OCCC)C(=O)OCCC